6-chloro-N-(4,4-difluorocyclohexyl)-4-methoxypyridin-2-amine ClC1=CC(=CC(=N1)NC1CCC(CC1)(F)F)OC